2-(4-chloro-2,3-dihydro-1H-indene-1-ylidene)malononitrile ClC1=C2CCC(C2=CC=C1)=C(C#N)C#N